CC1NCCOC=2C=CC=C(C3=NNC4=CC=C(OCC1)C=C34)N2 11-methyl-7,14-dioxa-10,19,20,23-tetraazatetracyclo[13.5.2.12,6.018,21]tricosa-1(20),2,4,6(23),15,17,21-heptaene